IC1=C(C=CC=C1C)OC 2-Iodo-1-methoxy-3-methyl-benzene